CC1=NN(C(=C1)C)C=1C=CC(N(N1)C1CCN(CC1)S(=O)(=O)C=1SC(=CC1)CC)=O 6-(3,5-dimethylpyrazol-1-yl)-2-[1-(5-ethylthiophen-2-yl)sulfonylpiperidin-4-yl]pyridazin-3-one